COC(=O)C=1C=CC2=C(N(C(=N2)CN2CCN(CC2)C2=C(C=CC=C2)OCC2=CC=C(C=3C=C(OC32)F)Cl)C[C@H]3OCC3)C1 (S)-2-((4-(2-((4-chloro-2-fluorobenzofuran-7-yl)methoxy)phenyl)piperazin-1-yl)methyl)-1-(oxetan-2-ylmethyl)-1H-benzo[d]imidazole-6-carboxylic acid methyl ester